(5S,10R,10aS)-7,8,10-trifluoro-5-methyl-1,5,10,10a-tetrahydropyrrolo[1,2-b]isoquinolin-3(2H)-one FC=1C(=CC=2[C@H]([C@H]3N([C@H](C2C1)C)C(CC3)=O)F)F